C1(CC1)CC1=C(C(=NN1C=1OC=C(N1)C(=O)O)C1=CC=C(C=C1)F)CC1=CC(=C(C=C1)S(N)(=O)=O)F 2-(5-(cyclopropylmethyl)-4-(3-fluoro-4-sulfamoylbenzyl)-3-(4-fluorophenyl)-1H-pyrazol-1-yl)oxazole-4-carboxylic acid